[C@@H]12C(CC[C@H]2CC1)N |r| rac-(1r,5r)-bicyclo[3.2.0]heptane-2-amine